NC1CCC(CC1)CN1C(CC(CC1)C#CC1=CC2=C(N(C(N2C)=O)C2C(NC(CC2)=O)=O)C=C1)=O 3-[5-[2-[1-[(4-aminocyclohexyl)methyl]-2-oxo-4-piperidyl]ethynyl]-3-methyl-2-oxo-benzimidazol-1-yl]piperidine-2,6-dione